8-methyl-2-{[(2R)-4-methylmorpholin-2-yl]methyl}-N-[(2S)-tetrahydrofuran-2-ylmethyl]-4,5-dihydro-2H-furo[2,3-g]indazole-7-carboxamide CC1=C(OC=2CCC3=CN(N=C3C21)C[C@H]2CN(CCO2)C)C(=O)NC[C@H]2OCCC2